7-[2-METHOXY-4-(TRIFLUOROMETHYL)-5-[(1S,2S,6R,8S)-2,9,9-TRIMETHYL-3,5-DIOXA-4-BORATRICYCLO[6.1.1.02,6]DECAN-4-YL]PHENYL]CINNOLIN-4-AMINE COC1=C(C=C(C(=C1)C(F)(F)F)B1O[C@]2([C@@H]3C([C@H](C[C@H]2O1)C3)(C)C)C)C3=CC=C1C(=CN=NC1=C3)N